1-(4-methoxyphenyl)-5-phenylpentan-2,4-dien-1-one COC1=CC=C(C=C1)C(C=CC=CC1=CC=CC=C1)=O